N1C=CC=2C1=NC=C(C2)C#CC=2C=C(C(=O)NC1=CC(=CC(=C1)C(F)(F)F)N1C=NC(=C1)C)C=CC2C 3-(2-(1H-pyrrolo[2,3-b]pyridin-5-yl)ethynyl)-4-methyl-N-(3-(4-methyl-1H-imidazol-1-yl)-5-(trifluoromethyl)phenyl)benzamide